7-(methyl(thiazol-2-ylmethyl)amino)-4-(o-tolyl)-2H-chromen-2-one CN(C1=CC=C2C(=CC(OC2=C1)=O)C1=C(C=CC=C1)C)CC=1SC=CN1